O[C@@H](COC=1C=CC2=C(C(C=3NC4=CC(=CC=C4C3C2=O)C=2NC=NC2)(C)C)C1)CO 8-((R)-2,3-Dihydroxy-propoxy)-3-(3H-imidazol-4-yl)-6,6-dimethyl-5,6-dihydro-benzo[b]carbazol-11-one